C(C)(C)(C)OC(=O)N(C1=NC=C(C=C1S(=O)(=O)CC)OCC(C)(F)F)CC=1SC(=CC1C(=O)OCC)C(C(F)(F)F)(F)F ethyl 2-[[tert-butoxycarbonyl-[5-(2,2-difluoropropoxy)-3-ethylsulfonyl-2-pyridyl]amino]methyl]-5-(1,1,2,2,2-pentafluoroethyl)thiophene-3-carboxylate